FC1=C(C=C(C=C1)F)[C@@H]1N(CCC1)C1=NC=2N(C=C1)N=CC2C(=O)NCCN2CCC(CC2)O 5-((R)-2-(2,5-difluorophenyl)pyrrolidin-1-yl)-N-(2-(4-hydroxypiperidin-1-yl)ethyl)pyrazolo[1,5-a]pyrimidine-3-carboxamide